6-bromo-7-fluoro-2-(2-(2-oxocyclohexyl)ethyl)isoquinolin-1(2H)-one BrC=1C=C2C=CN(C(C2=CC1F)=O)CCC1C(CCCC1)=O